CN(C(CN1CCC(CC1)NC(=O)C1=NNC(=C1C(C)C)C=1C=C(C=2N(C1)N=CN2)C)=O)C N-(1-(2-(dimethylamino)-2-oxoethyl)piperidin-4-yl)-4-isopropyl-5-(8-methyl-[1,2,4]triazolo[1,5-a]pyridin-6-yl)-1H-pyrazole-3-carboxamide